2,3,5-trifluoro-4-iodopyridine FC1=NC=C(C(=C1F)I)F